C1(CC1)CN[C@H]1CN(CCC1)C=1C=NC(=C(C1)C)C(C)N1N=NC(=C1)C=1C=NC=C(C1)C1CC1 (3R)-N-(cyclopropylmethyl)-1-(6-(1-(4-(5-cyclopropylpyridin-3-yl)-1H-1,2,3-triazol-1-yl)ethyl)-5-methylpyridin-3-yl)piperidin-3-amine